C1(=CC=C(C=C1)N(C(=O)[C@@H]1N(C[C@](C1)(C)O)C#N)C(C(N[C@@H](C)C1=CC=CC=C1)=O)C=1C=NC=C(C1)F)C1=CC=CC=C1 (2R,4R)-N-([1,1'-biphenyl]-4-yl)-1-cyano-N-(1-(5-fluoropyridin-3-yl)-2-oxo-2-(((S)-1-phenylethyl)amino)ethyl)-4-hydroxy-4-methylpyrrolidine-2-carboxamide